N[C@H](CC1=C(C=2N=NC=C(C2S1)NCC=1SC=C(C1)C)C)C 6-[(2S)-2-aminopropyl]-7-methyl-N-[(4-methylthiophen-2-yl)methyl]thieno[3,2-c]pyridazin-4-amine